7-Bromo-6-methyl-2H,4H-spiro[pyrido[3,2-b][1,4]oxazine-3,3'-pyrrolidine]-1',4-dicarboxylic acid di-tert-butyl ester C(C)(C)(C)OC(=O)N1CC2(CC1)N(C1=C(OC2)C=C(C(=N1)C)Br)C(=O)OC(C)(C)C